NC1=CC=C(C=C1)CCN1C(OCC1=O)C1=C(N=C(O1)C1=CC(=CC(=C1)F)F)C1=CC=C(C=C1)F 3-(4-aminophenyl-ethyl)-2-(2-(3,5-difluorophenyl)-4-(4-fluorophenyl)oxazol-5-yl)oxazolidine-4-one